1,2-propenylene glycol C(=C(C)O)O